FC1=C(C=C(C=C1)F)[C@@H]1N(CCC1)C1=NC=2N(C=C1)N=CC2N=C=S (R)-5-(2-(2,5-difluorophenyl)pyrrolidin-1-yl)-3-isothiocyanatopyrazolo[1,5-a]pyrimidine